C(C1=CC=C(C(=O)O)C=C1)(=O)O.C(CCC)(O)O.C(CCC)(O)O Dibutanediol terephthalate